C(C)(C)(C)OC(=O)N1CCOC[C@@H](C1)NC(=O)N1[C@H](C2=CC=CC=C2CC1)C1=CC=C(C=C1)F (R)-6-((S)-1-(4-fluorophenyl)-1,2,3,4-tetrahydroisoquinoline-2-carboxamido)-1,4-oxazepan-4-carboxylic acid tert-butyl ester